COC1=CC=C(C=C1)CCCC(=O)O 4-(4-methoxyphenyl)butanoic acid